The molecule is a glycosyloxyflavone that is luteolin with a 6-O-beta-D-arabinopyranosyl-beta-D-glucopyranosyl entity attached at position 7 via a glycosidic linkage. It has a role as a metabolite. It is a glycosyloxyflavone, a trihydroxyflavone and a disaccharide derivative. It derives from a luteolin. C1[C@H]([C@H]([C@@H]([C@@H](O1)OC[C@@H]2[C@H]([C@@H]([C@H]([C@@H](O2)OC3=CC(=C4C(=C3)OC(=CC4=O)C5=CC(=C(C=C5)O)O)O)O)O)O)O)O)O